OI1(OC(C2=C1C=CC=C2)=O)=O 1-Hydroxy-1-oxo-1λ5-benzo[d][1,2]iodaoxol-3(1H)-one